COCN1S(C2=CC=CC(C(N[C@@H]3CCCCCC/C=C/C=4C=CC=CC4C=4C=C(N=C1N4)OC3)=O)=C2)(=O)=O (10E,18R)-27-(methoxymethyl)-30-oxa-26λ6-thia-19,27,29,32-tetraazapentacyclo[16.11.2.13,28.121,25.04,9]tritriaconta-1,3(32),4(9),5,7,10,21(33),22,24,28-decaene-20,26,26-trione